FCS(=O)(=O)NC=1SC=C(N1)C(=O)O 2-(fluoromethylsulfonylamino)thiazole-4-carboxylic acid